COC1=CC=C(C=C1)C1=NN2C(COC3=C(C2)C=CC(=C3)NC(C)=O)=C1 N-(2-(4-Methoxyphenyl)-4H,10H-benzo[f]pyrazolo[5,1-c][1,4]oxazepin-7-yl)acetamide